BrC1=CC=C(OC[C@@H]2COC[C@](O2)(CI)CO)C=C1 (2S,6S)-6-((4-bromophenoxy)methyl)-2-(iodomethyl)-1,4-dioxan-2-ylmethanol